6-{5-[(2-{[(4-fluorophenyl)methyl]carbamoyl}-2,2-dimethylethyl)carbamoyl]-6-methoxypyridin-3-yl}-N-methyl-1H-indazole-3-carboxamide FC1=CC=C(C=C1)CNC(=O)C(CNC(=O)C=1C=C(C=NC1OC)C1=CC=C2C(=NNC2=C1)C(=O)NC)(C)C